ClC1=C(C(=CC(=C1)CNCC)F)N1C=NC(=C1)C1=NC(=NC=C1C(F)(F)F)N[C@H]1[C@@H](CN(CC1)S(=O)(=O)C)F 4-(1-(2-Chloro-4-((ethylamino)methyl)-6-fluorophenyl)-1H-imidazol-4-yl)-N-((3R,4R)-3-fluoro-1-(methylsulfonyl)piperidin-4-yl)-5-(trifluoromethyl)pyrimidin-2-amine